(1R,8S,9r)-bicyclo[6.1.0]non-4-yn-9-ylmethyl (2,5-dioxopyrrolidin-1-yl) carbonate C(OCC1[C@H]2CCC#CCC[C@@H]12)(ON1C(CCC1=O)=O)=O